C(C)[C@H]1CC2=C(CN(C1)CC1=CC(=CC=3C=CSC31)[C@H](CC(=O)OCC)C3=C(C1=C(N(N=N1)C)C(=C3)C)C)N=C(C=C2)O Ethyl (3S)-3-(7-{[(6S)-6-ethyl-2-hydroxy-5,6,7,9-tetrahydro-8H-pyrido[2,3-c]azepin-8-yl] Methyl}-1-benzothiophen-5-yl)-3-(1,4,7-trimethyl-1H-benzotriazol-5-yl)propanoate